FC1(CN(CC[C@@H]1OCCO)C1=NC=CC(=N1)NC=1N=CC2=C(C=CC(=C2C1)C(C)C)N1[C@@H]([C@H](C1)CS(=O)(=O)C)C)F 2-{[(4S)-3,3-difluoro-1-[4-({8-[(2R,3S)-3-(methanesulfonylmeth-yl)-2-methylazetidin-1-yl]-5-(propan-2-yl)isoquinolin-3-yl}amino)pyrimidin-2-yl]piperidin-4-yl]oxy}ethan-1-ol